1-(4-bromophenyl)-3-cyclopentyl-pyrazolo[4,3-d]pyrimidin-7-amine BrC1=CC=C(C=C1)N1N=C(C=2N=CN=C(C21)N)C2CCCC2